1-(4-(4-(5-(2,6-difluorophenyl)-4,5-dihydroisoxazol-3-yl)thiazol-2-yl)piperidin-1-yl)-2-(5-(trifluoromethoxy)-1H-benzimidazol-1-yl)ethan-1-one FC1=C(C(=CC=C1)F)C1CC(=NO1)C=1N=C(SC1)C1CCN(CC1)C(CN1C=NC2=C1C=CC(=C2)OC(F)(F)F)=O